COC1=C(C=C(C=C1)C1CCN(CC1)C(=O)C1CC2(C1)NC(OC2)=O)OC(F)(F)F (2s,4s)-2-(4-(4-methoxy-3-(trifluoromethoxy)phenyl)piperidine-1-carbonyl)-7-oxa-5-azaspiro[3.4]octan-6-one